F.C(C)(C)N(C(C)C)CC N,N-diisopropylethylamine hydrogen fluoride